FC=1C=CC2=C(NC(=N2)C2=NNC3=CC=C(C=C23)C(=O)OC)C1 methyl 3-(6-fluoro-1H-benzo[d]imidazol-2-yl)-1H-indazole-5-carboxylate